ON=C(C(=O)OC)C(=O)OC Dimethyl 2-(hydroxy-imino)malonate